2-(octahydro-2,5-methanopentalen-7-yl)benzo[de]chromene C1C2CC3CC(CC13)C2C=2OC1=CC=CC=3C1=C(C2)C=CC3